2-chloro-6-methoxy-4-(trifluoromethyl)pyridine-3-carbonitrile ClC1=NC(=CC(=C1C#N)C(F)(F)F)OC